F[C@@H]1[C@@H](CNC1)CN(C(OCC1=CC=CC=C1)=O)C Benzyl (((cis)-4-fluoropyrrolidin-3-yl)methyl)(methyl)carbamate